N1=NN(C2=NC=CC=C21)C2=CC(=C(C(=O)N([C@H]1CNCCC1)C1=NC=CC3=CC=CC(=C13)Cl)C=C2)F (R)-4-(3H-[1,2,3]triazolo[4,5-b]pyridin-3-yl)-N-(8-chloroisoquinolin-1-yl)-2-fluoro-N-(piperidin-3-yl)benzamide